tert-butyl (4-bromo-5-fluorobenzo[b]thiophene-2-yl)carbamate BrC1=C(C=CC=2SC(=CC21)NC(OC(C)(C)C)=O)F